hexyl (2S)-2-amino-2-methyl-3-phenyl-propanoate hydrochloride Cl.N[C@](C(=O)OCCCCCC)(CC1=CC=CC=C1)C